ClC=1C=CC(=C(C1)C1=CC(=CN=N1)NC1=CC=NC2=CC=C(C=C12)C(=O)OCCN1CCOCC1)F 2-(morpholin-4-yl)ethyl 4-{[6-(5-chloro-2-fluorophenyl)pyridazin-4-yl]amino}quinoline-6-carboxylate